(4-amino-3-fluorophenoxy)-N-methylpyridineformamide NC1=C(C=C(OC=2C(=NC=CC2)C(=O)NC)C=C1)F